isocyanato-1,2,3,5,6,7-hexahydro-s-indacene N(=C=O)C1CCC2=CC=3CCCC3C=C12